ClC1=NC(=C(C=C1F)OC)C1=C(C=CC=C1F)F 2-chloro-6-(2,6-difluorophenyl)-3-fluoro-5-methoxypyridine